(2S,4S)-4-fluoro-1-[2-[(3R)-3-[[2-(trifluoromethyl)-6-quinolinyl]amino]pyrrolidin-1-yl]acetyl]pyrrolidine-2-carbonitrile F[C@H]1C[C@H](N(C1)C(CN1C[C@@H](CC1)NC=1C=C2C=CC(=NC2=CC1)C(F)(F)F)=O)C#N